3-tertiary butyl-dimethyl-siloxyglutaric anhydride C(C)(C)(C)C1C(C(=O)OC(C1(C)C)=O)O[SiH3]